C(C)(C)(C)OC(=O)N[C@@H]1CN(C[C@@H](C1)OC)C(=O)OCC1=CC=CC=C1 benzyl (3S,5R)-3-(tert-butoxy carbonylamino)-5-methoxy-piperidine-1-carboxylate